1-{4-[7-(benzyloxy)-3-(3-methoxyphenyl)-2H-chromen-4-yl]phenyl}-4-(dimethoxymethyl)piperidine C(C1=CC=CC=C1)OC1=CC=C2C(=C(COC2=C1)C1=CC(=CC=C1)OC)C1=CC=C(C=C1)N1CCC(CC1)C(OC)OC